2-(methoxycarbonyl)-3-[1-(triphenylmethyl)-1H-imidazol-4-yl]cyclopropane-1-carboxylic acid COC(=O)C1C(C1C=1N=CN(C1)C(C1=CC=CC=C1)(C1=CC=CC=C1)C1=CC=CC=C1)C(=O)O